6-chloro-2H-pyrazino[2,3-b][1,4]thiazin-3(4H)-one ClC1=NC2=C(SCC(N2)=O)N=C1